C1(CC(=O)OC(C2=CC=CC=C2)O1)=O Benzyliden Malonat